FC(C=1C=NN(C1C1=CC2(C1)CCN(CC2)C(=O)OC(C)(C)C)C2=C(C=CC=C2)C(F)(F)F)F tert-butyl 2-(4-(difluoromethyl)-1-(2-(trifluoromethyl) phenyl)-1H-pyrazol-5-yl)-7-azaspiro[3.5]non-1-ene-7-carboxylate